4-(3-fluorophenyl)-2-[5-isopropylsulfonyl-4-[4-(trifluoromethyl)cyclohexen-1-yl]Thiazol-2-yl]-5-methyl-pyrazole-3-carboxylic acid sodium salt [Na+].FC=1C=C(C=CC1)C1=C(N(N=C1C)C=1SC(=C(N1)C1=CCC(CC1)C(F)(F)F)S(=O)(=O)C(C)C)C(=O)[O-]